C(C1=CC=CC=C1)N1N=NC(=C1C=1C=C2C=C(C=NC2=CC1)NCCN1CCN(CC1)C(C)C)C1=NC(=CC=C1)C 6-[3-benzyl-5-(6-methyl-2-pyridyl)triazol-4-yl]-N-[2-(4-isopropylpiperazin-1-yl)ethyl]quinolin-3-amine